3-[4-[1-[2-(4-piperidyl)ethyl]-4-piperidyl]phenyl]piperidine-2,6-dione N1CCC(CC1)CCN1CCC(CC1)C1=CC=C(C=C1)C1C(NC(CC1)=O)=O